(R)-3-amino-2-((t-butoxycarbonyl)amino)propionic acid NC[C@H](C(=O)O)NC(=O)OC(C)(C)C